4-Cyano-3-fluoro-benzoic acid [(2R)-3-(3-ethyl-4-oxo-spiro[6,8-dihydro-5H-pyrazolo[4,3-c]azepin-7,4'-tetrahydropyran]-1-yl)-2-methyl-propyl] ester C(C)C1=NN(C2=C1C(NCC1(CCOCC1)C2)=O)C[C@H](COC(C2=CC(=C(C=C2)C#N)F)=O)C